(1-Methylazetidin-3-yl)-4-nitro-1H-pyrazole CN1CC(C1)N1N=CC(=C1)[N+](=O)[O-]